(S)-3-((3-(2-(4-chlorophenyl)-2-hydroxyethyl)-1,2,4-oxadiazol-5-yl)methyl)-1-methyl-2,4-dioxo-1,2,3,4-tetrahydropyrimidine-5-carboxamide ClC1=CC=C(C=C1)[C@H](CC1=NOC(=N1)CN1C(N(C=C(C1=O)C(=O)N)C)=O)O